tert-butyl (3S,4R)-3-fluoro-4-(2-hydroxypropoxy)piperidine-1-carboxylate F[C@H]1CN(CC[C@H]1OCC(C)O)C(=O)OC(C)(C)C